1-chloro-5-fluoro-4-methoxy-2-nitrobenzene ClC1=C(C=C(C(=C1)F)OC)[N+](=O)[O-]